ClNC(NCl)=O dichlorourea